N-ethyl-N-hydroxyethylaniline CCN(CCO)C1=CC=CC=C1